(2-fluoro-4'-methylbiphenyl-4-yl)-3,6-dihydro-2H-1,3,4-oxadiazin-2-one FC1=C(C=CC(=C1)N1C(OCC=N1)=O)C1=CC=C(C=C1)C